C[Si](CCOCN1N=C(C=C1)C1(CCCC1)O)(C)C (1-((2-(trimethylsilyl)ethoxy)methyl)-1H-pyrazol-3-yl)cyclopentan-1-ol